COC(C(C(CC(=O)OC)=O)NNC1=C(C=CC=C1C)F)=O.C(C1=CC=CC=C1)C1CC(=NO1)C(=O)C1=C(C=CC=C1)Br (5-benzyl-4,5-dihydroisoxazol-3-yl)(2-bromophenyl)methanone Dimethyl-2-(2-(2-fluoro-6-methylphenyl)hydrazino)-3-oxoglutarate